C(#N)C=1C=C(C=CC1)C1=CC=C(C=C1)B(O)O (3'-Cyano-[1,1'-biphenyl]-4-yl)boronic acid